C(#N)C1=CC=NC(C1C(=O)N)(OC)C1=C(C=CC(=C1)C(N(C)C)=O)N1CCC(CC1)OC1=C(C=C(C=C1)F)F 4-cyano-2-(4-(2,4-difluorophenoxy)piperidin-1-yl-5-(dimethylcarbamoyl)phenyl)-2-methoxynicotinamide